C(C)(C)C1=C(C=CC(=C1)Cl)Cl 2-isopropyl-1,4-dichlorobenzene